FC=1C=C(C=CC1)C(C(=O)N)CC=C 2-(3-fluorophenyl)pent-4-enamide